CC1=C(OC2=C(C=C(C=C2C1=O)C)[C@@H](C)OC=1C(=NC(=CC1)F)C1=NOC(N1)=O)C1=CC2=CN(N=C2C=C1)C 3-[3-[(1R)-1-[3,6-Dimethyl-2-(2-methylindazol-5-yl)-4-oxo-chromen-8-yl]ethoxy]-6-fluoro-2-pyridyl]-4H-1,2,4-oxadiazol-5-one